C(=O)O.COCCN1C(=NC2=C1C=C(C=C2)C(=O)O)CN2CCC(CC2)C2=CC=CC=1OC(OC12)(C1=C(C=CC=C1)C)C 1-(2-methoxyethyl)-2-({4-[2-methyl-2-(2-methylphenyl)-1,3-benzodioxol-4-yl]piperidin-1-yl}methyl)-1H-benzimidazole-6-carboxylic acid, formate salt